(R)-6-(tert-butylamino)-4-(4-((dimethyl(oxo)-λ6-sulfaneylidene)amino)-6-(3-methylmorpholino)pyrimidin-2-yl)-N-ethylpicolinamide C(C)(C)(C)NC1=CC(=CC(=N1)C(=O)NCC)C1=NC(=CC(=N1)N=S(=O)(C)C)N1[C@@H](COCC1)C